2-(6-amino-8-((6-(5-methylfuran-2-yl)benzo[d][1,3]dioxol-5-yl)thio)-9H-purin-9-yl)ethanesulfonamide NC1=C2N=C(N(C2=NC=N1)CCS(=O)(=O)N)SC1=CC2=C(OCO2)C=C1C=1OC(=CC1)C